(E)-3,7-dimethyloct-2,6-dien-1-yl palmitate C(CCCCCCCCCCCCCCC)(=O)OC\C=C(\CCC=C(C)C)/C